C(C)(C)(C)OC(=O)N1CCC1.O1C=2C(C1)=C(SC2)C(=O)N Thieno[3,4-b]Oxetane-3-carboxamide tert-butyl-azetidine-1-carboxylate